C1(CCCC1)N1C=C(C(C(=C1)C1=CC=C(C=C1)F)=O)C(=O)NC1=CC(=C(C=C1)OC1=CC=NC2=CC(=C(N=C12)OC)OC)F 1-cyclopentyl-N-[4-[(6,7-dimethoxy-1,5-naphthyridin-4-yl)oxy]-3-fluorophenyl]-5-(4-fluorophenyl)-4-oxopyridine-3-carboxamide